3-[5,7-difluoro-2-(4-fluorophenyl)-1H-indol-3-yl]Cyclobutanenitrile FC=1C=C2C(=C(NC2=C(C1)F)C1=CC=C(C=C1)F)C1CC(C1)C#N